C(C)C1=CC=C(C=C1)C(C(O)C1=CC=C(C=C1)CC)C(=O)C(C(C1=CC=C(C=C1)CC)O)C1=CC=C(C=C1)CC 1,2-bis(4-ethylphenyl)-2-hydroxyethyl ketone